3,4,5,6-tetrahydropyridine-2-carboxylic acid N1=C(CCCC1)C(=O)O